CN1N=CC=2C1=NC(=NC2NCC2=CC=C(C=C2)S(=O)(=O)N)NC 4-(((1-methyl-6-(methylamino)-1H-pyrazolo[3,4-d]pyrimidin-4-yl)amino)methyl)benzenesulfonamide